BrC=1C=C2C(=NN(C2=CC1)CC1=CC=C(C=C1)C(F)(F)F)[N+](=O)[O-] 5-bromo-3-nitro-1-(4-(trifluoromethyl)benzyl)-1H-indazole